N1=CN=CC2=C1NC(C=C2)=O 8H-pyrido[2,3-d]Pyrimidin-7-one